4-piperazinecarboxylic acid N1CCN(CC1)C(=O)O